BrC1=CC=C2C=NN(C2=C1OC)CC(F)F 6-Bromo-7-methoxy-1-(2,2-difluoroethyl)-1H-indazole